((2R,4S)-1-acetyl-4-azidopyrrolidin-2-yl)acetic acid methyl ester COC(C[C@@H]1N(C[C@H](C1)N=[N+]=[N-])C(C)=O)=O